FC=1C=CC(=C(C1)C(C(=O)O)N1C=NC2=C(C1=O)N=C(C=C2)C2=CC=C(C=C2)C2CCN(CC2)C)OCOC 2-(5-fluoro-2-(methoxymethoxy)phenyl)-2-(6-(4-(1-methylpiperidin-4-yl)phenyl)-4-oxopyrido[3,2-d]pyrimidin-3(4H)-yl)acetic acid